FC1=CC(=NC(=C1)OCC1COCC1)N1C(C2=C(N=C(N=C2)C=2N=CSC2)CC1)C 4-[6-[4-fluoro-6-(tetrahydrofuran-3-ylmethoxy)-2-pyridyl]-5-methyl-7,8-dihydro-5H-pyrido[4,3-d]pyrimidin-2-yl]thiazole